9-[1-(2,6-dioxopiperidin-3-yl)-3-methyl-2-oxo-1,3-benzodiazol-4-yl]nonanoic acid O=C1NC(CCC1N1C(N(C2=C1C=CC=C2CCCCCCCCC(=O)O)C)=O)=O